NC1=CC=C(CCN2C(OC(C2=O)C)C=2C(=NN(C2)C2=CC=C(C=C2)Br)C2=CNC=C2)C=C1 3-(4-Aminophenethyl)-2-(1-(4-bromophenyl)-3-(1H-pyrrol-3-yl)-1H-pyrazol-4-yl)-5-Methyloxazolidin-4-one